(2S,4R)-1-[(2S)-2-[4-(4-acetamidophenyl)triazol-1-yl]-3,3-dimethyl-butanoyl]-4-hydroxy-N-methyl-pyrrolidine-2-carboxamide C(C)(=O)NC1=CC=C(C=C1)C=1N=NN(C1)[C@H](C(=O)N1[C@@H](C[C@H](C1)O)C(=O)NC)C(C)(C)C